ClC1=C(C(=CC=C1Cl)O)C1=CC=2N(C=C1)C=C(N2)C(=O)C2CNCC2 (7-(2,3-Dichloro-6-hydroxyphenyl)imidazo[1,2-a]pyridin-2-yl)(pyrrolidin-3-yl)methanone